NCC(CN)N 1,2-diamino-3-aminopropane